C1(CC1)NC1=CC=C(C(=N1)F)C1=NN(C=C1C(=O)N[C@@H]1C(NC2=C(C(=N1)C1=CC=CC=C1)C=CC=C2)=O)CC 3-[6-(Cyclopropylamino)-2-fluoropyridin-3-yl]-1-ethyl-N-[(3S)-2-oxo-5-phenyl-1,3-dihydro-1,4-benzodiazepin-3-yl]pyrazole-4-carboxamide